O1CC(C1)N1CCC(CC1)N1N=C(C=C1)N 1-(1-(oxetan-3-yl)piperidin-4-yl)-1H-pyrazol-3-amine